C1(CC1)C1=C(C(=NO1)C=1C=NC=CC1C(F)(F)F)C1=CC2(C1)CCN(CC2)C2=CC=C1C=CN=CC1=C2 7-(2-(5-Cyclopropyl-3-(4-(trifluoromethyl)pyridin-3-yl)isoxazol-4-yl)-7-azaspiro[3.5]non-1-en-7-yl)isochinolin